F[C@H]1[C@]2(CC(C[C@@](C[C@@H]1OC=1N=NC(=CN1)C1=C(C=C(C=C1)N1C=NC=C1)O)(N2)C)C)C 2-(3-(((1R,2S,3S,5S)-2-fluoro-1,5,7-trimethyl-9-azabicyclo[3.3.1]nonan-3-yl)oxy)-1,2,4-triazin-6-yl)-5-(1H-imidazol-1-yl)phenol